C12[C@H](CC(CC1)O2)NC=2N=NC(=C1C2C=NC=C1)C1=C(C=C(C=C1)C(F)(F)F)O 2-(4-(((2S)-7-oxabicyclo[2.2.1]heptan-2-yl)amino)pyrido[3,4-d]pyridazin-1-yl)-5-(trifluoromethyl)phenol